pyrrolidine-2-carboxamide Trifluoroacetate salt FC(C(=O)O)(F)F.N1C(CCC1)C(=O)N